2-geranyl-5-(4-phenylbutyl)-dihydroxybenzoic acid C(\C=C(/C)\CCC=C(C)C)C1=C(C(=O)O)C=C(C(=C1O)O)CCCCC1=CC=CC=C1